C1=CC=C2C(=C1)C=CC(=N2)/C=C\C(=O)C3=CN=CC=C3 1-Pyridin-3-yl-3-quinolin-2-yl-propenone